N-(3,4-difluorophenyl)-5-(2-((1-hydroxy-2-methylpropan-2-yl)amino)-2-oxoacetyl)-4-methoxy-1,2-dimethyl-1H-pyrrole-3-carboxamide FC=1C=C(C=CC1F)NC(=O)C1=C(N(C(=C1OC)C(C(=O)NC(CO)(C)C)=O)C)C